(4R)-4-(3-chloro-2-fluorophenyl)-5-fluoro-2-(4-fluoro-1-methyl-1H-pyrazol-3-yl)-4-methyl-6-[(1-{[(propan-2-yl)amino]acetyl}azetidin-3-yl)amino]-3,4-dihydro-2,7-naphthyridin-1(2H)-one ClC=1C(=C(C=CC1)[C@]1(CN(C(C2=CN=C(C(=C12)F)NC1CN(C1)C(CNC(C)C)=O)=O)C1=NN(C=C1F)C)C)F